2-[4-[5-Amino-4-cyano-1-[2,2,2-trifluoro-1-methyl-ethyl]pyrazol-3-yl]phenyl]-N-[3-(2,2-dimethylpropyl)isoxazol-5-yl]propanamide NC1=C(C(=NN1C(C(F)(F)F)C)C1=CC=C(C=C1)C(C(=O)NC1=CC(=NO1)CC(C)(C)C)C)C#N